4-(1-cyclohexyl-4-(3,4-difluorophenyl)-1H-imidazol-5-yl)-1H-pyrrolo[2,3-b]pyridine C1(CCCCC1)N1C=NC(=C1C1=C2C(=NC=C1)NC=C2)C2=CC(=C(C=C2)F)F